methyl-2,2,4-trimethyl-1,3-pentanediol diisobutyrate C(C(C)C)(=O)OC(C(C(C(C)C)OC(C(C)C)=O)(C)C)C